C(C=C)(=O)N1[C@@H](CN(CC1)C1=C(C(N(C2=NC(=C(C=C12)Cl)C1=C(C(=CC(=C1O)Cl)Cl)F)C=1C(=NC=CC1C)C(C)C)=O)C#N)C ((R)-4-propenoyl-3-methylpiperazin-1-yl)-6-chloro-7-(3,5-dichloro-2-fluoro-6-hydroxyphenyl)-1-(2-isopropyl-4-methylpyridin-3-yl)-2-oxo-1,2-dihydro-1,8-naphthyridine-3-carbonitrile